COC1=CC=C(CCCN)C=C1 p-methoxyphenethylmethylamine